C(#N)C(C(=O)N1CCC(CC1)CCCC(=O)N[C@@H](CC1=CC=CC=C1)B(O)O)=CC(C)C (R)-(1-(4-(1-(2-cyano-4-methylpent-2-enoyl)piperidin-4-yl)butyrylamino)-2-phenylethyl)boronic acid